ClC1=CC=2OC=3C=CC=C4OC=5C=CC=CC5B(C34)C2C=C1 3-chloro-5,9-dioxa-13b-boranaphtho[3,2,1-de]anthracene